C1N(CCC2=CC=CC=C12)C1CC(CC1O)OC1=NC=CC=N1 ((3-(3,4-dihydroisoquinolin-2(1H)-yl)-4-hydroxycyclopentyl)oxy)pyrimidine